CC1=CC=C(C=C1)C=1C=C2C(C(NC2=CC1)=O)=O 5-(4-Methylphenyl)-1H-indole-2,3-dione